FC(C=1C=CC(=NC1)CN)(F)F 5-(trifluoromethyl)pyridinmethanamine